FC(C(CC(=O)C1=CC=C(C=C1)[N+](=O)[O-])=O)(F)F 4,4,4-trifluoro-1-(4-nitrophenyl)butane-1,3-dione